tert-butyl 4-(5-(4-(2,6-dioxopiperidin-3-yl)phenyl)-2,5-diazabicyclo[2.2.1]heptan-2-yl)butanoate O=C1NC(CCC1C1=CC=C(C=C1)N1C2CN(C(C1)C2)CCCC(=O)OC(C)(C)C)=O